1,4-dioxo-5-methyl-2,3,4-trihydro-1H-pyridazino[4,5-c]quinoline O=C1NNC(C=2C(=NC=3C=CC=CC3C21)C)=O